3-[3-methyl-2-oxo-4-(4-piperidyloxy)benzimidazol-1-yl]piperidine-2,6-dione CN1C(N(C2=C1C(=CC=C2)OC2CCNCC2)C2C(NC(CC2)=O)=O)=O